1,5,13-trioxa-9,17-diaza-eicosane OCCCOCCCNCCCOCCCNCCC